OC=1C=C(C=NC1)OB(O)O (5-hydroxy-3-pyridyl)boric acid